2-(2-fluoro-6-methoxyphenyl)-2-((tetrahydro-2H-pyran-4-yl)oxy)ethanol FC1=C(C(=CC=C1)OC)C(CO)OC1CCOCC1